1-benzyloxy-4-bromo-2,3,5-trimethyl-benzene C(C1=CC=CC=C1)OC1=C(C(=C(C(=C1)C)Br)C)C